C1(CC1)NC(=O)C1=NN2C(CNCCC2)=C1C N-cyclopropyl-3-methyl-5,6,7,8-tetrahydro-4H-pyrazolo[1,5-a][1,4]diazepine-2-carboxamide